C(C)(C)(C)OC(=O)N[C@H](C(=O)N(C)[C@H](C(=O)OC)CC1=CC=C(C=C1)Cl)CC1=CC=C(C=C1)Cl methyl (S)-2-((S)-2-((tert-butoxycarbonyl)amino)-3-(4-chlorophenyl)-N-methylpropanamido)-3-(4-chlorophenyl)propanoate